(S)-[(3aS,4R,6R,6aR)-4-(4-chloropyrrolo[2,3-d]pyrimidin-7-yl)-2,2-dimethyl-4,5,6,6a-tetrahydro-3aH-cyclopenta[d][1,3]dioxol-6-yl]-(3,4-difluorophenyl)methanol ClC=1C2=C(N=CN1)N(C=C2)[C@@H]2C[C@@H]([C@H]1OC(O[C@H]12)(C)C)[C@H](O)C1=CC(=C(C=C1)F)F